1-(2-(difluoromethoxy)benzyl)-3-(piperidin-4-yl)pyrazino[2,3-b]pyrazin-2(1H)-one FC(OC1=C(CN2C(C(=NC=3C2=NC=CN3)C3CCNCC3)=O)C=CC=C1)F